FC1=C2C=CN(C2=CC(=C1OC=1C=CC(=C(N)C1)F)F)S(=O)(=O)C1=CC=C(C)C=C1 5-((4,6-difluoro-1-tosyl-1H-indol-5-yl)oxy)-2-fluoroaniline